3-[(2-chloro-6-fluorobenzyl)sulfanyl]-5-(2-methylpropyl)[1,2,4]triazolo[4,3-a]pyrimidin ClC1=C(CSC2=NN=C3N2C(=CC=N3)CC(C)C)C(=CC=C1)F